BrC1=CC=C2C(NC=NC2=C1)=O 7-bromo-3,4-dihydroquinazolin-4-one